2,4,5-trimethyl-4,5-dihydro-[1,2,4]triazolo[1,5-a]quinoxalin CC1=NN2C(C(N(C3=CC=CC=C23)C)C)=N1